(S)-4-((1-(tert-Butoxycarbonyl)piperidin-3-yl)amino)-2-(ethylamino)pyrimidine-5-carboxylic acid C(C)(C)(C)OC(=O)N1C[C@H](CCC1)NC1=NC(=NC=C1C(=O)O)NCC